COC1=C(C(=O)N2CCN(CC2)C(CNC2=CC(=C(C=C2)NC(=O)N)C)=O)C=CC=C1OC 4-({2-[4-(2,3-dimethoxybenzoyl)piperazin-1-yl]-2-oxoethyl}amino)-2-methylphenylurea